L-neuraminic acid OC(=O)C1(O)C[C@@H](O)[C@H](N)[C@H](O1)[C@@H](O)[C@@H](O)CO